OC1=C(C=CC(=C1)O)C1=NC(=NC(=N1)C1=C(C=C(C=C1)O)O)C1=C(C=C(C=C1)O)O 2,4,6-tris(2,4-dihydroxyphenyl)-1,3,5-triazine